ClC1=C(C=CC=C1)S(=O)(=O)NC1=NC(=C(C=C1)C=1C=C2C=NC(=NC2=C(C1)C)NC1CCC(CC1)N(C)C)OC 2-chloro-N-(5-(2-(((1r,4r)-4-(dimethylamino)cyclohexyl)amino)-8-methyl-quinazolin-6-yl)-6-methoxypyridin-2-yl)benzenesulfonamide